Methyl OrthoAcetate C(C)(OC)(OC)OC